(piperidin-4-yl)piperazine-1-carboxylic acid tert-butyl ester C(C)(C)(C)OC(=O)N1C(CNCC1)C1CCNCC1